FC(S(=O)(=O)OC=1C(=NC(=C2C=C(C(N(C12)C)=O)C1(CCN(CC1)C(C)=O)OC)Cl)C)(F)F 3-(1-acetyl-4-methoxypiperidin-4-yl)-5-chloro-1,7-dimethyl-2-oxo-1,2-dihydro-1,6-naphthyridin-8-yl trifluoromethanesulfonate